1-pentadecanoyl-2-tridecanoyl-glycero-3-phosphoserine C(CCCCCCCCCCCCCC)(=O)OCC(OC(CCCCCCCCCCCC)=O)COP(=O)(O)OC[C@H](N)C(=O)O